3-{5-[4-(3,3-difluoropiperidin-4-yl)piperazin-1-yl]-4-fluoro-1-oxo-3H-isoindol-2-yl}piperidine-2,6-dione FC1(CNCCC1N1CCN(CC1)C=1C(=C2CN(C(C2=CC1)=O)C1C(NC(CC1)=O)=O)F)F